5-[(3-bromo-4-fluoro-phenoxy)methyl]-4-methyl-thiazole BrC=1C=C(OCC2=C(N=CS2)C)C=CC1F